C1(=CC=CC=C1)C(=O)NCC#C phenyl-(2-propynylamino)formaldehyde